ClC1=CC=C(C(=N1)C(=O)O)N[C@H](C)C1=CC(=CN2C(C=3OCC4CCCCN4C3N=C12)=O)F 6-chloro-3-[[(1R)-1-(14-fluoro-11-oxo-9-oxa-2,12,18-triazatetracyclo[8.8.0.02,7.012,17]octadeca-1(10),13,15,17-tetraen-16-yl)ethyl]amino]pyridine-2-carboxylic acid